ClC=1C=C(O[C@@H]2CN(CCC2)C2CCOCC2)C=CC1 4-[(3S)-3-(3-Chlorophenoxy)-1-piperidyl]tetrahydropyran